(2S,2'S)-3,3'-((((2-(3-((S)-2-carboxy-2-((R)-pyrrolidin-3-yl)ethyl)phenyl)acetyl)azanediyl)bis(ethane-2,1-diyl))bis(3,1-phenylene))bis(2-((R)-pyrrolidin-3-yl)propionic acid) C(=O)(O)[C@@H](CC=1C=C(C=CC1)CC(=O)N(CCC=1C=C(C=CC1)C[C@H](C(=O)O)[C@@H]1CNCC1)CCC=1C=C(C=CC1)C[C@H](C(=O)O)[C@@H]1CNCC1)[C@@H]1CNCC1